10-(Benzyloxymethyl)-6-(2,6-dimethylphenyl)-12-methyl-2,2-dioxo-9-oxa-2λ6-thia-3,5,12,19-tetrazatricyclo[12.3.1.14,8]nonadeca-1(18),4(19),5,7,14,16-hexaen-13-one C(C1=CC=CC=C1)OCC1OC2=CC(=NC(NS(C=3C=CC=C(C(N(C1)C)=O)C3)(=O)=O)=N2)C2=C(C=CC=C2C)C